3-(2-amino-6-(1-(3-(methoxymethylene)benzyl)-2-oxo-1,2-dihydropyridin-4-yl)pyrimidin-4-yl)-2-methylbenzonitrile NC1=NC(=CC(=N1)C=1C(=C(C#N)C=CC1)C)C1=CC(N(C=C1)CC=1CC(C=CC1)=COC)=O